(R)-5-(2-ethoxy-3-pyridinyl)-1-[1-methylpropyl]-N-(1H-pyrazol-3-ylmethyl)pyrazolo[4,3-b]pyridin-7-amine C(C)OC1=NC=CC=C1C1=CC(=C2C(=N1)C=NN2[C@@H](CC)C)NCC2=NNC=C2